N-[(1R)-1-(5-bromo-2-thienyl)ethyl]-1-[3-(dimethylcarbamoyl)-2-fluorophenyl]-6-oxo-pyridazine-3-carboxamide BrC1=CC=C(S1)[C@@H](C)NC(=O)C1=NN(C(C=C1)=O)C1=C(C(=CC=C1)C(N(C)C)=O)F